(S)-2-(4-(benzo[d]oxazol-2-yl)-5-hydroxy-1-methyl-6-oxo-1,6-dihydropyrimidin-2-yl)-N,N-dimethyl-1-(o-tolyl)-1,2,3,4-tetrahydroisoquinoline-7-carboxamide O1C(=NC2=C1C=CC=C2)C=2N=C(N(C(C2O)=O)C)N2[C@H](C1=CC(=CC=C1CC2)C(=O)N(C)C)C2=C(C=CC=C2)C